bis(1,1-dimethylpropynyloxy)methylvinylsilane CC(C#C)(OC(OC(C#C)(C)C)C=C[SiH3])C